ethyl-3-(1-(4-iodophenyl)ethoxy)-N2-methyl-1H-pyrrole-2,5-dicarboxamide C(C)N1C(=C(C=C1C(=O)N)OC(C)C1=CC=C(C=C1)I)C(=O)NC